CN(C1=C(C=CC=C1)C1CCN(CC1)C1=NC(=NC2=CC=C(C=C12)N(CCN1CCOCC1)C)C1(CCC1)C)C [4-[4-(2-dimethylamino-phenyl)-piperidin-1-yl]-2-(1-methyl-cyclobutyl)-quinazolin-6-yl]-methyl-(2-morpholin-4-yl-ethyl)-amine